C(CCCCC(=O)O)CCC/C=C/C=O The molecule is a monounsaturated fatty acid comprising dodecanoic acid having a trans-double bond at the 10-position and a 12-oxo group. It has a role as a plant hormone. It is a medium-chain fatty acid, a straight-chain fatty acid, a monounsaturated fatty acid and an oxo fatty acid. It derives from a trans-10-dodecenoic acid.